3-tert-butyl-2-hydroxy-5-(2-Isooctyloxycarbonylethyl)phenyl-2H-benzotriazole methyl-benzyl-hydrogenphosphate CC(C1=CC=CC=C1)OP(=O)(O)O.C(C)(C)(C)C=1C(=C(C=C(C1)CCC(=O)OCCCCCC(C)C)N1N=C2C(=N1)C=CC=C2)O